1-(3-methoxyphenyl)-4-[2-(pyridin-2-yl)-5H,6H,7H-cyclopenta[d]pyrimidin-4-yl]-1,4-diazepane COC=1C=C(C=CC1)N1CCN(CCC1)C=1C2=C(N=C(N1)C1=NC=CC=C1)CCC2